N[C@H](CO)C(C)C (2S)-2-amino-3-methylbutan-1-ol